(1-(2-morpholin-4-ylethyl)indol-3-yl)-naphthalen-1-ylmethane N1(CCOCC1)CCN1C=C(C2=CC=CC=C12)CC1=CC=CC2=CC=CC=C12